Cl.N[C@H](CC(=O)OC)C1=CC(=C(C=C1)OC)OCC methyl (R)-3-amino-3-(3-ethoxy-4-methoxyphenyl)propionate hydrochloride